1-(p-tolyl)pyrrolo[1,2-a]quinoxaline C1(=CC=C(C=C1)C1=CC=C2N1C1=CC=CC=C1N=C2)C